Methyl 2-((2-methoxy-4-(methyl((1-methylpyrrolidin-2-yl)methyl)amino)-5-nitrophenyl)amino)-4-(1-methyl-1H-indol-3-yl)pyrimidine-5-carboxylate COC1=C(C=C(C(=C1)N(CC1N(CCC1)C)C)[N+](=O)[O-])NC1=NC=C(C(=N1)C1=CN(C2=CC=CC=C12)C)C(=O)OC